2-(((tert-butyldimethylsilyl)oxy)methyl)-5-(3-fluorooxetan-3-yl)pyridine [Si](C)(C)(C(C)(C)C)OCC1=NC=C(C=C1)C1(COC1)F